FC1=CC=C(C=C1)C1=C(C(=NN1C1=CC=C(C=C1)N=S(=O)=O)C(F)(F)F)C#N 5-(4-fluorophenyl)-1-(4-sulfonylaminophenyl)-3-trifluoromethyl-1H-pyrazole-4-carbonitrile